C1(=CC=CC=C1)N(C(=O)OCC)C1=CC=CC=C1.[Na] sodium diphenylurethane